CN1C(C(=CC2=C(N=C(C=C12)C1CCNCC1)N1CCN(C2=CC=C(C=C12)C#N)C)C)=O 4-(1,3-dimethyl-2-oxo-7-(piperidin-4-yl)-1,2-dihydro-1,6-naphthyridin-5-yl)-1-methyl-1,2,3,4-tetrahydroquinoxaline-6-carbonitrile